F[C@@H]1C[C@@H](N2N=C(N=C21)C(=O)N(C)C)C2=CC=CC=C2 |r| rac-(5R,7R)-7-Fluoro-N,N-dimethyl-5-phenyl-6,7-dihydro-5H-pyrrolo[1,2-b][1,2,4]triazol-2-carboxamid